C(C)(C)(C)C=1C=C(CN2CN(CN(C2)CC2=CC(=C(C(=C2)C(C)(C)C)O)C(C)(C)C)CC2=CC(=C(C(=C2)C(C)(C)C)O)C(C)(C)C)C=C(C1O)C(C)(C)C 1,3,5-tris(3',5'-di-t-butyl-4'-hydroxybenzyl)-S-triazine